C(C1=CC=CC=C1)OC1[C@H](O[C@@H]([C@H]([C@H]1OCC1=CC=CC=C1)OCC1=CC=CC=C1)OC1=CC=CC=C1)C1C(C1)P(O)(O)=O [2-[(2R,4S,5S,6R)-3,4,5-tribenzyloxy-6-phenoxy-tetrahydropyran-2-yl]cyclopropyl]phosphonic acid